CC(C[C@@H](C(=O)N1CCC(CC1)COC=1C=NC=CC1)N1C([C@@H](NCC1)CC(C)C)=O)C (S)-1-[(S)-3-Methyl-1-({4-[(3-pyridyloxy)methyl]-1-piperidyl}carbonyl)butyl]-3-isobutyl-2-piperazinone